1(2H)-pyridinecarbonyl chloride N1(CC=CC=C1)C(=O)Cl